CC1CN(CC(N1)C)C1=CC=C(N=N1)C1=C(C=C(C=C1)N1N=CC=C1)O 2-[6-(3,5-dimethyl-piperazin-1-yl)-pyridazin-3-yl]-5-pyrazol-1-yl-phenol